NC=1C=C(C(=C2CCC(C(C12)=O)NC(C)=O)C)Cl N-(8-amino-6-chloro-5-methyl-1-oxo-1,2,3,4-tetrahydronaphthalene-2-yl)acetamide